BrC=1C=C2CC(N(C2=CC1)C1C(NC(CC1)=O)=O)C 3-(5-bromo-2-methyl-indolin-1-yl)piperidine-2,6-dione